2-chloro-7-(dibromomethyl)-4-(trifluoromethyl)thieno[3,2-d]pyrimidine ClC=1N=C(C2=C(N1)C(=CS2)C(Br)Br)C(F)(F)F